(4Z)-4-(1,3-benzothiazol-6-ylmethylene)-2-[[(1R)-2-tert-butoxy-1-phenyl-ethyl]amino]-1H-imidazol-5-one S1C=NC2=C1C=C(C=C2)\C=C\2/N=C(NC2=O)N[C@@H](COC(C)(C)C)C2=CC=CC=C2